N1(CCCC1)C/C=C/C(=O)OCC ethyl (E)-4-(pyrrolidin-1-yl)but-2-enoate